(1-(1H-indol-3-yl)hexan-2-yl)-6-(4-methylpiperidin-1-yl)thieno[3,2-c]pyridine-2-carboxamide N1C=C(C2=CC=CC=C12)CC(CCCC)C1=C(SC2=C1C=NC(=C2)N2CCC(CC2)C)C(=O)N